1H-pyrazole-3-acetate hydrochloride Cl.N1N=C(C=C1)CC(=O)O